BrCCCCCC(=O)NC=1C=C(C[C@H](N)C(=O)O)C=CC1 m-(6-bromohexanamido)-L-phenylalanine